(R)-8-(1-aminoethyl)-3-(difluoromethyl)-6-fluoro-2-(tetrahydro-2H-pyran-4-yl)quinazolin-4(3H)-one N[C@H](C)C=1C=C(C=C2C(N(C(=NC12)C1CCOCC1)C(F)F)=O)F